(3-amino-6-cyclopropyl-1H-pyrazolo[3,4-b]pyridin-1-yl)(2-(difluoromethoxy)phenyl)methanone NC1=NN(C2=NC(=CC=C21)C2CC2)C(=O)C2=C(C=CC=C2)OC(F)F